COC1=NC(=CC(=C1)C=1N=C(SC1CO)NC1=CC=C(C=C1)S(=O)(=O)N)OC 4-((4-(2,6-Dimethoxypyridin-4-yl)-5-(hydroxymethyl)thiazol-2-yl)amino)benzenesulfonamide